C(\C=C\C(=O)O)(=O)O.N1=CN=C2N=CNC2=C1N.N1=CN=C2N=CNC2=C1N adenine hemi-fumarate